O=C1NC(CCC1NC=1C=C(C=C(C1)F)NC(C)=O)=O N-(3-(2,6-dioxopiperidin-3-ylamino)-5-fluorophenyl)acetamide